FC(C=1C(=C(C=CC1)[C@@H](C)NC(=O)C1=NN(C(C=C1)=O)C=1C=NNC1)F)F (R)-N-(1-(3-(difluoromethyl)-2-fluorophenyl)ethyl)-6-oxo-1-(1H-pyrazol-4-yl)-1,6-dihydropyridazine-3-carboxamide